NC(CC[Si](OC)(C)C)C 3-Aminobutyl(dimethylmethoxysilan)